FC1(CCC(CC1)CN1N=C2N([C@H](CCC2)C(=O)O)C1=O)F |r| (5RS)-2-[(4,4-Difluorocyclohexyl)methyl]-3-oxo-2,3,5,6,7,8-hexahydro[1,2,4]triazolo[4,3-a]pyridine-5-carboxylic acid